COC=1C=C2[C@]3(C=NC2=CC1)[C@@H](C3)C3=CC=C1C(=NNC1=C3)NC3=NC(=NC=C3OC)C(C)C (1R,2S)-5'-methoxy-2-(3-{[5-methoxy-2-(propan-2-yl)pyrimidin-4-yl]amino}-1H-indazol-6-yl)spiro[cyclopropane-1,3'-indol]